O.[Ni](F)F Nickel difluoride hydrate